3-(3-((ethylaminothioformyl)oxy)azetidin-1-yl)-2-(1H-pyrrol-1-yl)benzoic acid C(C)NC(=S)OC1CN(C1)C=1C(=C(C(=O)O)C=CC1)N1C=CC=C1